2-[5-[methyl(piperidin-4-yl)amino][1,3]thiazolo[5,4-d][1,3]thiazol-2-yl]-5-(1-methyl-1H-pyrazol-4-yl)phenol hydrochloride Cl.CN(C=1SC2=C(N1)SC(=N2)C2=C(C=C(C=C2)C=2C=NN(C2)C)O)C2CCNCC2